C1(CCCCC1)OCC1(COC1)CC 3-(cyclohexyloxy)methyl-3-ethyloxetan